O=C1NC(CCC1N(C=1C=C(C=CC1)N1[C@H](CN(C[C@H]1C)CC(=O)O)C)C)=O 2-((3S,5R)-4-(3-((2,6-dioxopiperidin-3-yl)(methyl)amino)phenyl)-3,5-dimethylpiperazin-1-yl)acetic acid